N1=CC=C(C=C1)C=1C=CC=2N(N1)C=C(N2)CC(=O)O 2-(6-(pyridin-4-yl)imidazo[1,2-b]pyridazin-2-yl)acetic acid